ClC=1C(=CC(=C(C1)NC1=C(C(=O)OC)C=C(C(=C1F)F)C=C)F)I methyl 2-((5-chloro-2-fluoro-4-iodophenyl)amino)-3,4-difluoro-5-vinylbenzoate